FC(CSC1=NN=C(S1)N)(F)F 5-((2,2,2-trifluoroethyl)thio)-1,3,4-thiadiazol-2-amine